(4-((3,5-difluoro-4-(piperidin-1-yl)phenyl)amino)benzyl)carbamic acid tert-butyl ester C(C)(C)(C)OC(NCC1=CC=C(C=C1)NC1=CC(=C(C(=C1)F)N1CCCCC1)F)=O